COCC(=O)N1CCN(CC1)C1=CC(=NC=C1)NC=1SC2=NC=C(C=C2N1)C=1C=NNC1C 2-methoxy-1-(4-(2-((6-(5-methyl-1H-pyrazol-4-yl)thiazolo[5,4-b]pyridin-2-yl)amino)pyridin-4-yl)piperazin-1-yl)ethanone